(2-{2-chloro-5-[(3,3,3-trifluoro-2,2-dimethylpropanoylamino)methyl]phenyl}-6-oxo-1,6-dihydropyrimidin-4-yl)-N,N-dimethylbenzamide ClC1=C(C=C(C=C1)CNC(C(C(F)(F)F)(C)C)=O)C=1NC(C=C(N1)C1=C(C(=O)N(C)C)C=CC=C1)=O